O1CC(=CC1)C=1C=CC=2N(C1)N=CC2 6-(2,5-dihydrofuran-3-yl)pyrazolo[1,5-a]pyridine